7-((5-((3R,4S)-4-fluoro-3-hydroxy-piperidin-1-yl)pyridin-2-yl)amino)-4-(8-fluoro-imidazo[1,2-a]pyridin-3-yl)-2,3-dihydro-1H-pyrrolo[3,4-c]pyridin-1-one F[C@@H]1[C@@H](CN(CC1)C=1C=CC(=NC1)NC=1C2=C(C(=NC1)C1=CN=C3N1C=CC=C3F)CNC2=O)O